3-(2,3,5,6-tetrafluoro-3'-trifluoromethoxy-biphenyl-4-ylcarbamoyl)-thiophene-2-carboxylic acid FC1=C(C(=C(C(=C1F)NC(=O)C1=C(SC=C1)C(=O)O)F)F)C1=CC(=CC=C1)OC(F)(F)F